[Pt+2].FC1=C(C=C(C=C1)S(=O)(=O)NC)C=1N=CN(C1)C 4-fluoro-N-methyl-3-(1-methylimidazol-4-yl)benzenesulfonamide platinum(II)